COC1=CC=C(CN2CCN(CC2)C=2SC(=C(N2)C(NC=2C=C(C=3N(C2)C=C(N3)C)C(F)(F)F)=O)NC(OC(C)(C)C)=O)C=C1 tert-butyl (2-(4-(4-methoxybenzyl)piperazin-1-yl)-4-((2-methyl-8-(trifluoromethyl)imidazo[1,2-a]pyridin-6-yl)carbamoyl)thiazol-5-yl)carbamate